ClC=1C=CC(=C2CN(C(C12)=O)C(=O)OC(C)(C)C)[Sn](C)(C)C Tert-Butyl 7-chloro-1-oxo-4-(trimethylstannyl)isoindoline-2-carboxylate